1-(4-((2-(((1,1,1,3,3,3-Hexafluoropropan-2-yl)oxy)carbonyl)-2,7-diazaspiro[3.5]nonan-7-yl)methyl)phenyl)piperidine-4-carboxylic acid FC(C(C(F)(F)F)OC(=O)N1CC2(C1)CCN(CC2)CC2=CC=C(C=C2)N2CCC(CC2)C(=O)O)(F)F